N-(2,4-Dimethoxybenzyl)-N-(3-methoxy-4-(3-methyl-6-(pyrazolo[1,5-a]pyrimidin-3-yl)-1H-pyrazolo[4,3-c]pyridin-1-yl)benzyl)acetamide COC1=C(CN(C(C)=O)CC2=CC(=C(C=C2)N2N=C(C=3C=NC(=CC32)C=3C=NN2C3N=CC=C2)C)OC)C=CC(=C1)OC